[Si](C)(C)(C(C)(C)C)OC[C@H]1O[C@H]([C@H]2[C@@H]1OC(O2)(C)C)N2C1=NC=NC(=C1N=C2)NC(=O)N[C@@H](CCC(=O)OCOC(C(C)(C)C)=O)C(=O)OCOC(C(C)(C)C)=O bis((pivaloyloxy)methyl) ((9-((3aR,4R,6R,6aR)-6-(((tert-butyldimethylsilyl)oxy)methyl)-2,2-dimethyltetrahydrofuro[3,4-d][1,3]dioxol-4-yl)-9H-purin-6-yl)carbamoyl)-L-glutamate